1-(4-chloro-3-trifluoromethylphenyl)-3-(5-(3-hydroxypiperidine-1-carbonyl)-2,3,4,9-tetrahydro-1H-carbazol-3-yl)urea ClC1=C(C=C(C=C1)NC(=O)NC1CCC=2NC3=CC=CC(=C3C2C1)C(=O)N1CC(CCC1)O)C(F)(F)F